C1(=CC=CC=C1)C1=NC(=NC(=N1)C1=CC=CC=C1)C=1C(=C(C(=C(C#N)C1)C1=CC=CC=C1)N1C2=CC=CC=C2C=2C3=C(C=CC12)C1=C(S3)C=CC=C1)N1C3=CC=CC=C3C=3C2=C(C=CC13)C1=C(S2)C=CC=C1 5-(4,6-diphenyl-1,3,5-triazin-2-yl)-3,4-bis(benzothieno[3,2-c]carbazole-5-yl)-2-phenylbenzonitrile